(±)-2-(3-((2-(7-bromobenzofuran-5-yl)-2-hydroxyethyl)(methyl)amino)-2-hydroxyphenyl)ethyl acetate C(C)(=O)OCCC1=C(C(=CC=C1)N(C)C[C@H](O)C=1C=C(C2=C(C=CO2)C1)Br)O |r|